2-(2,6-dioxo-3-piperidyl)-5-[4-[9-(4-nitrophenyl)-3,9-diazaspiro[5.5]undecan-3-yl]-1-piperidyl]isoindoline-1,3-dione O=C1NC(CCC1N1C(C2=CC=C(C=C2C1=O)N1CCC(CC1)N1CCC2(CC1)CCN(CC2)C2=CC=C(C=C2)[N+](=O)[O-])=O)=O